ethyl 4-(4-(4-((5-chloro-3-fluoropyridin-2-yl) oxy) phenyl) pyrimidin-2-yl)-3-oxobutyrate ClC=1C=C(C(=NC1)OC1=CC=C(C=C1)C1=NC(=NC=C1)CC(CC(=O)OCC)=O)F